3-bromo-4-isopropyl-4H-1,2,4-triazole BrC1=NN=CN1C(C)C